NC1=NC(=CC(=N1)C=1N=NN(C1)CC1=CC=CC(=N1)N1CC(CCC1)C(=O)O)C1=CC(=CC=C1)C#N 1-[6-({4-[2-amino-6-(m-cyanophenyl)-4-pyrimidinyl]-1H-1,2,3-triazol-1-yl}methyl)-2-pyridinyl]-3-piperidinecarboxylic acid